C(N)(O[C@@]1(CN(CC1)C1=C(C(=NC=C1C(N[C@@H](C)C1CC1)=O)OC)Br)C)=O ((S)-1-(3-bromo-5-(((S)-1-cyclopropylethyl) carbamoyl)-2-methoxypyridin-4-yl)-3-methylpyrrolidin-3-yl) carbamate